C(C)OC(C=1C(C(=O)OCC)=C(C(C(=O)OCC)=CC1)CCCCCC)=O triethylhexyltrimellitate